2-(2-((4-chlorophenyl)ethynyl)phenyl)acetonitrile ClC1=CC=C(C=C1)C#CC1=C(C=CC=C1)CC#N